O=C1NC(NC2=CC(=CC=C12)C(=O)N)=O dioxo-1H-quinazoline-7-carboxamide